C(C)(C)(C)OC(=O)N1C(CCCCC1)P(=O)(C)C (Dimethylphosphoryl)azepane-1-carboxylic acid tert-butyl ester